COC(C1=C(N=C(C(=C1)F)N1N=C(N(C1=O)CC)COCC1=CC=CC=C1)C#C)=O.IC1=C(C=CC=C1)NC(C#C)=O N-(2-iodophenyl)propynamide methyl-6-(3-((benzyloxy)methyl)-4-ethyl-5-oxo-4,5-dihydro-1H-1,2,4-triazol-1-yl)-2-ethynyl-5-fluoronicotinate